BrC=1C(=C(C=CC1)C(CC(=S)SC)=O)OC methyl 3-(3-bromo-2-methoxyphenyl)-3-oxodithiopropionate